di(p-n-butyl-phenyl)methylene(cyclopentadienyl)(1,1',3,6,8,8'-hexamethyl-2,7-dihydrodicyclopentafluorenyl)zirconium dichloride [Cl-].[Cl-].C(CCC)C1=CC=C(C=C1)C(=[Zr+2](C1C(C=2C(C=3C(=C4C=5CC(C=CC5CC24)(C)C)C(=CC3)C)=C1C)(C)C)C1C=CC=C1)C1=CC=C(C=C1)CCCC